C[C@@H]1CN(C[C@@H](N1)C)C1=CC=C(N=N1)C1=NC=C(C=C1O)C=1C=CC=2N(C1)N=C(N2)C 2-{6-[(3r,5s)-3,5-dimethylpiperazin-1-yl]pyridazin-3-yl}-5-(2-methyl-[1,2,4]triazolo[1,5-a]pyridin-6-yl)pyridin-3-ol